CN1CC2(NCC3=C2N=C(N=C3N)C)CC1 1,2'-dimethyl-5',6'-dihydrospiro[pyrrolidine-3,7'-pyrrolo[3,4-d]pyrimidin]-4'-amine